2-((((9H-fluoren-9-yl)methoxy)carbonyl)amino)-3-(2,3-dimethylphenyl)propanoic acid C1=CC=CC=2C3=CC=CC=C3C(C12)COC(=O)NC(C(=O)O)CC1=C(C(=CC=C1)C)C